FC=1C=C(C=CC1F)S 3,4-difluorobenzenethiol